8-(morpholinomethyl)-2H-benzo[b][1,4]oxazin-3(4H)-one O1CCN(CC1)CC1=CC=CC2=C1OCC(N2)=O